2-(3-((tert-Butoxycarbonyl)amino)prop-1-yn-1-yl)-4-fluorobenzoic acid methyl ester COC(C1=C(C=C(C=C1)F)C#CCNC(=O)OC(C)(C)C)=O